C1(=CC=CC=C1)C1=C(N=C(N=N1)N)NC1=CC=C(C=C1)C 6-phenyl-N*5*-p-tolyl-[1,2,4]triazine-3,5-diamine